4-(6-(5-((2,4-difluorophenyl)sulfonamido)-6-ethylpyridine-3-yl)quinazolin-4-yl)piperazine-1-carboxylic acid tert-butyl ester C(C)(C)(C)OC(=O)N1CCN(CC1)C1=NC=NC2=CC=C(C=C12)C=1C=NC(=C(C1)NS(=O)(=O)C1=C(C=C(C=C1)F)F)CC